2-((2-(3-((tert-Butoxycarbonyl)(2-methoxy-5-nitropyridin-4-yl)amino)prop-1-yn-1-yl)-4,5-difluorophenyl)amino)-5-(trifluoromethyl)benzoic acid C(C)(C)(C)OC(=O)N(CC#CC1=C(C=C(C(=C1)F)F)NC1=C(C(=O)O)C=C(C=C1)C(F)(F)F)C1=CC(=NC=C1[N+](=O)[O-])OC